N1=CC=C(C=C1)N1C(C2=CC=C3C=4C2=C(C1=O)C=CC4C(OC3=O)=O)=O 7-(pyridin-4-yl)-1H-isochromeno[6,5,4-def]isoquinoline-1,3,6,8(7H)-tetraone